5-chloro-N-((1r,4r)-4-((3-(2-chlorophenyl)-2-oxo-2,3-dihydro-1H-imidazo[4,5-c]pyridin-1-yl)methyl)cyclohexyl)-2-(difluoromethyl)nicotinamide ClC=1C=NC(=C(C(=O)NC2CCC(CC2)CN2C(N(C=3C=NC=CC32)C3=C(C=CC=C3)Cl)=O)C1)C(F)F